ClC1=C(C=C(C(=N1)C[C@@]1(C[C@H](N(CC1)C(=O)OC(C)(C)C)C)C(=O)OC(C)(C)C)F)F di-tert-butyl (2R,4R)-4-((6-chloro-3,5-difluoropyridin-2-yl) methyl)-2-methylpiperidine-1,4-dicarboxylate